N1C(CCC1)C(=O)N pyrrolidine-2-carboxamid